(S)-2-Amino-3-(2-(4-((5-chloro-3-fluoropyridin-2-yl)oxy)phenyl)-2H-tetrazol-5-yl)propan N[C@@H](C)CC=1N=NN(N1)C1=CC=C(C=C1)OC1=NC=C(C=C1F)Cl